(2s,5r)-5-[2-(4-chloro-3-fluorophenoxy)acetamido]-2-{[3-(trifluoromethyl)phenyl]carbamoyl}piperidine-1-carboxylic acid tert-butyl ester C(C)(C)(C)OC(=O)N1[C@@H](CC[C@H](C1)NC(COC1=CC(=C(C=C1)Cl)F)=O)C(NC1=CC(=CC=C1)C(F)(F)F)=O